N-(2-hydroxyethyl)-iminoacetic acid OCCN=CC(=O)O